1-(1H-imidazol-1-yl)-N-(6-(trifluoromethyl)pyridin-3-yl)imidazo[1,5-a]pyridine-3-carboxamide N1(C=NC=C1)C=1N=C(N2C1C=CC=C2)C(=O)NC=2C=NC(=CC2)C(F)(F)F